bis(3-aminopropyl)butane-1,4-diamine NCCCC(CCCN)(N)CCCN